(5R)-1-(2,6-Difluorophenyl)-5-[(1R,3aS,3bS,5aR,6R,7S,9aR,9bS,11aR)-6,7-dihydroxy-9a,11a-dimethylhexadecahydro-1H-cyclopenta[1,2-a]phenanthren-1-yl]hexyl acetate C(C)(=O)OC(CCC[C@@H](C)[C@H]1CC[C@@H]2[C@@]1(CC[C@@H]1[C@]3(CC[C@@H]([C@@H]([C@@H]3CC[C@@H]21)O)O)C)C)C2=C(C=CC=C2F)F